6-aminopyrimidin-4-ol NC1=CC(=NC=N1)O